C(CCCC)C1=CC2=C(C3=CC=CC=C3C(=C2C=C1)O)O 2-pentylanthracene-9,10-diol